(R)-N-(4-fluoro-2-(3-(methyl(2,2,2-trifluoroethyl)amino)pyrrolidin-1-yl)-5-(2-morpholinopyrimidin-5-yl)phenyl)-6-oxo-4-(trifluoromethyl)-1,6-dihydropyridine-3-carboxamide FC1=CC(=C(C=C1C=1C=NC(=NC1)N1CCOCC1)NC(=O)C1=CNC(C=C1C(F)(F)F)=O)N1C[C@@H](CC1)N(CC(F)(F)F)C